(R,E)-3-(5-(1H-pyrazol-4-yl)-1H-pyrrolo[2,3-b]pyridin-3-yl)-2-cyano-N-(1-(3,4-dimethoxyphenyl)ethyl)acrylamide N1N=CC(=C1)C=1C=C2C(=NC1)NC=C2/C=C(/C(=O)N[C@H](C)C2=CC(=C(C=C2)OC)OC)\C#N